CC1(CC(CC1)C(C(=O)NC1=CC=C(C=C1)C=1C(=NNC1C)C)NC(=O)C=1N(N=CC1)C)C N-[1-(3,3-dimethylcyclopentyl)-2-[4-(3,5-dimethyl-1H-pyrazol-4-yl)anilino]-2-oxo-ethyl]-2-methyl-pyrazole-3-carboxamide